tertbutyl N-(1,1,2,2-tetradeuterio-2-hydroxy-ethyl)carbamate [2H]C(C(O)([2H])[2H])([2H])NC(OC(C)(C)C)=O